ClC1=C(C2=C(NC(OC23CN(CC3)C3=CC(=CN=N3)C(=O)NCC=3C=NC(=CC3)N3C[C@H](CC3)C(F)(F)F)=O)C=C1)F (S)-6-(6-Chloro-5-fluoro-2-oxo-1,2-dihydrospiro[benzo[d][1,3]oxazine-4,3'-pyrrolidin]-1'-yl)-N-((6-(3-(trifluoromethyl)pyrrolidin-1-yl)pyridin-3-yl)methyl)pyridazine-4-carboxamide